OC[C@H](C1=CC=CC=C1)NC1=CC(=NC=C1C1=NC(=NO1)C12CCN(CC1)CC2)NC=2C=C1CC(NC(C1=CC2)=O)(C)C (S)-6-((4-((2-hydroxy-1-phenylethyl)amino)-5-(3-(quinuclidin-4-yl)-1,2,4-oxadiazol-5-yl)pyridin-2-yl)amino)-3,3-dimethyl-3,4-dihydroisoquinolin-1(2H)-one